(E)-2-methoxy-4-(3-((naphthalen-1-ylmethyl)amino)-3-oxoprop-1-en-1-yl)phenylisobutyrate COC1=C(C=CC(=C1)\C=C\C(=O)NCC1=CC=CC2=CC=CC=C12)OC(C(C)C)=O